C1=NC=C(C2=CC=CC=C12)N1C(N(C=2CC[C@H](CC2C1=O)C(F)(F)F)CC#N)=O |o1:16| 2-((R or S)-3-((R)-isoquinolin-4-yl)-2,4-dioxo-6-(trifluoromethyl)-3,4,5,6,7,8-hexahydroquinazolin-1(2H)-yl)acetonitrile